IC1=CN(C=2C1=NC(=CC2CN2C[C@H](CCC2)C)C(=O)OC)COCC[Si](C)(C)C methyl (S)-3-iodo-7-((3-methylpiperidin-1-yl) methyl)-1-((2-(trimethylsilyl) ethoxy) methyl)-1H-pyrrolo[3,2-b]pyridine-5-carboxylate